COC(C1=C(C(=CC=C1)F)SCC1=CC=C(C=C1)OC)=O 3-fluoro-2-[(4-methoxyphenyl)methylthio]benzoic acid methyl ester